(3S,11aR)-N-[(6-bromo-1,3-benzodioxol-5-yl)methyl]-6-hydroxy-3-methyl-5,7-dioxo-2,3,5,7,11,11a-hexahydro[1,3]oxazolo[3,2-a]pyrido[1,2-d]pyrazine-8-carboxamide BrC=1C(=CC2=C(OCO2)C1)CNC(=O)C=1C(C(=C2N(C[C@@H]3N(C2=O)[C@H](CO3)C)C1)O)=O